2-{[2-(isoquinolin-3-yl)-5H,6H,7H-cyclopenta[d]pyrimidin-4-yl](methyl)amino}-N-[6-(trifluoromethoxy)pyridin-3-yl]acetamide C1=NC(=CC2=CC=CC=C12)C=1N=C(C2=C(N1)CCC2)N(CC(=O)NC=2C=NC(=CC2)OC(F)(F)F)C